ClC1=C(CNC(=O)[C@]2(C=3C=CC=NC3[C@H](CC2)O)F)C(=CC(=C1)Cl)F (5s,8s)-N-(2,4-dichloro-6-fluorobenzyl)-5-fluoro-8-hydroxy-5,6,7,8-tetrahydroquinoline-5-carboxamide